3-((1-(4-(2-(2-aminopyridin-3-yl)-6-phenyl-3H-imidazo[4,5-b]pyridin-3-yl)benzyl)piperidin-4-yl)amino)-4-methoxycyclobut-3-ene-1,2-dione NC1=NC=CC=C1C1=NC=2C(=NC=C(C2)C2=CC=CC=C2)N1C1=CC=C(CN2CCC(CC2)NC=2C(C(C2OC)=O)=O)C=C1